ClC=1C=CC2=C([C@@H](C[C@@H](O2)C(=O)NC23CC(C2)(C3)N3N=NC(=C3)[C@@H]3C[C@@H](CC3)OC(F)(F)F)O)C1 |o1:23,25| (2R,4R)-6-chloro-4-hydroxy-N-(3-{4-[(1S*,3R*)-3-(trifluoromethoxy)cyclopentyl]-1H-1,2,3-triazol-1-yl}bicyclo[1.1.1]pentan-1-yl)-3,4-dihydro-2H-1-benzopyran-2-carboxamide